NC=1C=C(C(=C(C1)[C@@H](C)NC1=NC(=NC2=CC(=C(C=C12)O[C@@H]1COCC1)OC)C)C)C(COC)(F)F N-((R)-1-(5-amino-3-(1,1-difluoro-2-methoxyethyl)-2-methylphenyl)ethyl)-7-methoxy-2-methyl-6-(((S)-tetrahydrofuran-3-yl)oxy)quinazolin-4-amine